(S)-1-((tertbutyldimethylsilyl)oxy)-3-(octadecyloxy)propan-2-ol C(C)(C)(C)[Si](OC[C@H](COCCCCCCCCCCCCCCCCCC)O)(C)C